1-(5-(4-chloro-3-(trifluoromethyl)benzenesulfonyl)-2-isothiocyanatophenyl)piperidine ClC1=C(C=C(C=C1)S(=O)(=O)C=1C=CC(=C(C1)N1CCCCC1)N=C=S)C(F)(F)F